N-(2,4-Difluoro-3-(5-(3-nitrophenyl)-1H-pyrazolo[3,4-b]pyridin-3-carbonyl)phenyl)-propan-1-sulfonamid FC1=C(C=CC(=C1C(=O)C1=NNC2=NC=C(C=C21)C2=CC(=CC=C2)[N+](=O)[O-])F)NS(=O)(=O)CCC